tin-copper-silver [Ag].[Cu].[Sn]